3-(N-ethyl-N-isopentylamino)-6-methyl-7-anilino-fluorene C(C)N(CCC(C)C)C=1C=CC=2CC3=CC(=C(C=C3C2C1)C)NC1=CC=CC=C1